9-(4-(4,4,5,5-Tetramethyl-1,3,2-dioxaborolan-2-yl)benzyl)-9H-purine-6-thiol CC1(OB(OC1(C)C)C1=CC=C(CN2C3=NC=NC(=C3N=C2)S)C=C1)C